N-(9H-fluoren-9-ylmethoxycarbonyl)-1,2-ethanediamine C1=CC=CC=2C3=CC=CC=C3C(C12)COC(=O)NCCN